BrC1=NN(C(=C1C(=O)N)NC1=NOC(=C1)C)C 3-bromo-1-methyl-5-[(5-methyl-1,2-oxazol-3-yl)amino]-1H-pyrazole-4-carboxamide